FC=1C=CC(=C(C1)B(O)O)OCC1OCCCC1 [5-FLUORO-2-(OXAN-2-YLMETHOXY)PHENYL]BORANEDIOL